CC1=C2C(=C(C(=NC2=CC=C1)C)N)N dimethylquinoline-3,4-diamine